ClC=1C(=CC(=C(CN2[C@@H](CCCC2)C(=O)O)C1)OCCN1CCCCC1)OCC1=C(C(=CC=C1)C1=CC2=C(OCCO2)C=C1)C (S)-1-(5-Chloro-4-((3-(2,3-dihydrobenzo[b][1,4]dioxin-6-yl)-2-methylbenzyl)oxy)-2-(2-(piperidin-1-yl)ethoxy)benzyl)piperidine-2-carboxylic acid